N1(C=NC=C1)C1=CC(=CC(=N1)C(=O)NC1CCC(CC1)OCCOC)C 6-(1H-imidazol-1-yl)-N-((1r,4r)-4-(2-methoxyethoxy)cyclohexyl)-4-methylpyridine-carboxamide